C(C1=CC=CC=C1)OC(N(C)C)CC1=CNC2=CC=CC=C12 benzyloxy-N,N-dimethyltryptamine